C(C)OC=1C=CC(=C(CS(=O)(=O)C2=NC=3N(C(N(C(C3N2C)=O)C)=O)C)C1)OC 8-((5-ethoxy-2-methoxybenzyl)sulfonyl)-1,3,7-trimethyl-1H-purine-2,6(3H,7H)-dione